ClC1=CC(=CC=C1)C#CC 1-chloro-3-(prop-1-yn-1-yl)benzene